(dimethoxymethyl)-2,4-difluoro-N-(2-fluoroethyl)aniline COC(OC)N(C1=C(C=C(C=C1)F)F)CCF